C=1N=CN2C1C1=CC=CC=C1[C@H]2[C@@H]2[C@H](COCC2)O (3R,4R)-4-((R)-5H-imidazo[5,1-a]isoindol-5-yl)-tetrahydro-2H-pyran-3-ol